OCCOCC1=NN=C(N=N1)C1=CC=CC=C1 ([(2-Hydroxyethoxy)methyl]-1,2,4,5-tetrazin-3-yl)benzene